(2R)-3-(((2,3-bis((L-leucyl)oxy)propoxy)(hydroxy)-phosphoryl)oxy)propane-1,2-diyl ditetradecanoate dihydrochloride Cl.Cl.C(CCCCCCCCCCCCC)(=O)OC[C@H](COP(=O)(O)OCC(COC([C@@H](N)CC(C)C)=O)OC([C@@H](N)CC(C)C)=O)OC(CCCCCCCCCCCCC)=O